C(C)C1=C(C=CC=C1)C1=C[C@@H](CCC1)O (R)-2'-ethyl-3,4,5,6-tetrahydro-[1,1'-biphenyl]-3-ol